5-(3-(dimethylamino)phenyl)-4-methoxy-N-(4-((4-methylpiperazin-1-yl)methyl)phenyl)-7H-pyrrolo[2,3-d]pyrimidin-2-amine CN(C=1C=C(C=CC1)C1=CNC=2N=C(N=C(C21)OC)NC2=CC=C(C=C2)CN2CCN(CC2)C)C